FC(C1=CC(=NC(=C1)[C@]1(COCC1)OC)C=1C=C(N2C=NC(=CC21)NC(OC(C)(C)C)=O)C)F tert-butyl (R)-(5-(4-(difluoromethyl)-6-(3-methoxy tetrahydrofuran-3-yl)pyridin-2-yl)-7-methylpyrrolo[1,2-c]pyrimidin-3-yl)carbamate